O[C@H]1[C@@H](N(C1)CCCCCCCSC1=C2CN(C(C2=CC=C1)=O)C1C(NC(CC1)=O)=O)C 3-(4-((7-((2S,3R)-3-hydroxy-2-methylazetidin-1-yl)heptyl)thio)-oxoisoindolin-2-yl)piperidine-2,6-dione